C(C)OC1=C(C=C2CCN(C(C2=C1)CCC1=CNC2=CC=CC(=C12)OC)C(=O)N1CCOCC1)OC (7-ethoxy-6-methoxy-1-(2-(4-methoxy-1H-indol-3-yl)ethyl)-3,4-dihydroisoquinolin-2(1H)-yl)(morpholinyl)methanone